8-chloro-4-(5-(difluoromethyl)-1,3,4-thiadiazol-2-yl)-2-methyl-N-(1-methylcyclopropyl)quinazoline-6-sulfonamide ClC=1C=C(C=C2C(=NC(=NC12)C)C=1SC(=NN1)C(F)F)S(=O)(=O)NC1(CC1)C